3-((5-(3-ethyl-2-methyl-3H-imidazo[4,5-b]pyridin-5-yl)pyrrolo[2,1-f][1,2,4]triazin-2-yl)amino)-1-methylcyclobutane-1-ol C(C)N1C(=NC=2C1=NC(=CC2)C=2C=CN1N=C(N=CC12)NC1CC(C1)(O)C)C